FC(C(C(C(F)(F)F)(F)F)(F)F)(S(=O)(=O)N)F.[K] potassium perfluoro-1-butanesulfonamide